(2R,5S)-4-(8-cyanoquinolin-5-yl)-N-(6-((5-((2-(2,6-dioxopiperidin-3-yl)-1,3-dioxoisoindolin-5-yl)oxy)pentyl)oxy)pyridin-3-yl)-2,5-dimethylpiperazine-1-carboxamide C(#N)C=1C=CC(=C2C=CC=NC12)N1C[C@H](N(C[C@@H]1C)C(=O)NC=1C=NC(=CC1)OCCCCCOC=1C=C2C(N(C(C2=CC1)=O)C1C(NC(CC1)=O)=O)=O)C